COC1=C(CN2CCC(CC2)OC2CCN(CC2)C(=O)C=2C=C(C=CC2)N2C(NC(CC2)=O)=O)C(=CC(=C1)C1=CN(C(C2=CN=CC=C12)=O)C)OC 1-(3-(4-((1-(2,6-dimethoxy-4-(2-methyl-1-oxo-1,2-dihydro-2,7-naphthyridin-4-yl)benzyl)piperidin-4-yl)oxy)piperidine-1-carbonyl)phenyl)dihydropyrimidine-2,4(1H,3H)-dione